FC1=NC(=C2N=CN(C2=N1)C1OCC1)NCC1=C(C=CC=C1F)F 2-fluoro-6-[(2,6-difluorobenzyl)amino]-9-(oxetan-2-yl)-9H-purine